COC=1C=C(C=CC1NCC#CC=1N(C2=CC=CC(=C2C1)NC1CCN(CC1)C(COC)=O)CC(F)(F)F)S(=O)(=O)N 3-methoxy-4-((3-(4-((1-(2-methoxyacetyl)piperidin-4-yl)amino)-1-(2,2,2-trifluoroethyl)-1H-indol-2-yl)prop-2-yn-1-yl)amino)benzenesulfonamide